(1s,4s)-4-(8-(2,3-dichloro-4-methylphenylamino)-2-(tetrahydro-2H-pyran-4-ylamino)-9H-purin-9-yl)cyclohexanecarboxamide ClC1=C(C=CC(=C1Cl)C)NC=1N(C2=NC(=NC=C2N1)NC1CCOCC1)C1CCC(CC1)C(=O)N